C1(=CC=CC=C1)N(C1=CC=C(C2=CC=C(N(C=3C=C(C=CC3)C)C3=CC=CC=C3)C=C2)C=C1)C=1C=C(C=CC1)C diphenyl-N,N'-di(m-tolyl)-benzidine